1,3,4,6-tetraisobutyramidobenzene C(C(C)C)(=O)NC1=CC(=C(C=C1NC(C(C)C)=O)NC(C(C)C)=O)NC(C(C)C)=O